C(C)(=O)O[C@H]1[C@@]2(CO[C@H]([C@@H]([C@H]1OC(C)=O)NC(C)=O)O2)COCCCCC(NCCCNC(OCC2=CC=CC=C2)=O)=O (1S,2R,3R,4R,5S)-4-(Acetylamino)-1-(3,9-dioxo-1-phenyl-2,14-dioxa-4,8-diazapentadecan-15-yl)-6,8-dioxabicyclo[3.2.1]octane-2,3-diyl Diacetate